5,7-Dimethyl-N-(4-(3-(Piperidin-1-Yl)Prop-1-Yn-1-Yl)Phenyl)Pyrazolo[1,5-A]Pyrimidine-3-Carboxamide CC1=NC=2N(C(=C1)C)N=CC2C(=O)NC2=CC=C(C=C2)C#CCN2CCCCC2